C(C(C)C)C(=O)[O-] i-butyl-carboxylate